(S)-2-((((9H-fluoren-9-yl)methoxy)carbonyl)amino)-4-methyl-4-(phenyl-thio)pentanoic acid C1=CC=CC=2C3=CC=CC=C3C(C12)COC(=O)N[C@H](C(=O)O)CC(C)(SC1=CC=CC=C1)C